C1(CCC(CC1)=O)=O 2,3,5,6-tetrahydro-1,4-benzoquinone